6-Cyclopentyl-2-(3,4-dihydroxyphenyl)-4H-chromen-4-one C1(CCCC1)C=1C=C2C(C=C(OC2=CC1)C1=CC(=C(C=C1)O)O)=O